FC(COC(C(=O)N(CC(C)C)CC1=C(C=C(C=C1)F)C)=O)(F)F.FC1=CC(=C(C=C1)CN(C(C(N)=O)=O)CC(C)C)C N'-[(4-fluoro-2-methyl-phenyl)methyl]-N'-isobutyl-oxamide 2,2,2-trifluoroethyl-2-[(4-fluoro-2-methyl-phenyl)methyl-isobutyl-amino]-2-oxo-acetate